Cl.N(N)[C@H]1C[C@@H](N(CC1)C)C trans-4-hydrazinyl-1,2-dimethylpiperidine hydrogen chloride